NC1=NC(=CC(=N1)N1CCC2(CC(NC2)C(=O)O)CC1)O[C@@H](C(F)(F)F)C1=C(C=C(C=C1)Cl)C1=CC=CC=C1 8-(2-amino-6-((R)-1-(5-chloro-[1,1'-biphenyl]-2-yl)-2,2,2-trifluoroethoxy)pyrimidin-4-yl)-2,8-diazaspiro[4.5]decane-3-carboxylic acid